C1(=CC=CC=C1)CCS β-phenylethyl mercaptan